(3-cyanophenyl)-N-propyl-1-methoxy-4-methyl-1H-imidazole-5-carboxamide C(#N)C=1C=C(C=CC1)C=1N(C(=C(N1)C)C(=O)NCCC)OC